azobis(phenylbutyronitrile) N(=NC(C#N)(CC)C1=CC=CC=C1)C(C#N)(CC)C1=CC=CC=C1